S(=O)([O-])[O-].[Na+].[Na+] sodium sulfite